2-[5-amino-8-(2-furyl)-1-methyl-2-oxo-[1,2,4]triazolo[5,1-f]purin-3-ylethyl]pyrazole-4-carboxamide NN1C=NC(=C2N3C(N=C12)N(C(N3C)=O)CCN3N=CC(=C3)C(=O)N)C=3OC=CC3